N-[4-[(6,7-dimethoxy-1,5-naphthyridin-4-yl)oxy]-3-fluorophenyl]-1,6-dimethyl-4-oxo-5-phenylpyridine-3-carboxamide COC=1N=C2C(=CC=NC2=CC1OC)OC1=C(C=C(C=C1)NC(=O)C1=CN(C(=C(C1=O)C1=CC=CC=C1)C)C)F